NC=1C(=C(N(N1)C1=NC=C(C=C1)Br)C(C)N(C(C1=CC(=CC(=C1)C(F)(F)F)C(F)(F)F)=O)C)I N-[1-[5-amino-2-(5-bromo-2-pyridyl)-4-iodo-pyrazol-3-yl]ethyl]-N-methyl-3,5-bis(trifluoromethyl)benzamide